N1(CCC1)CCC(=O)N[C@@H](C(F)(F)F)C1=CC(=CC=C1)Cl (R)-3-(azetidin-1-yl)-N-(1-(3-chlorophenyl)-2,2,2-trifluoroethyl)propanamide